BrC=1C=CC=C2CCC(CC12)=O 8-bromo-3,4-dihydronaphthalen-2(1H)-one